CSC1=CC=C(C=C1)C1=C(N=C(O1)C1=CC=C(C=C1)C(F)(F)F)C(=O)NCC=1C=NC=CC1 (4-(methylthio)phenyl)-N-(pyridin-3-ylmethyl)-2-(4-(trifluoromethyl)phenyl)oxazole-4-carboxamide